C(CCC)N(C1=CC=CC=C1)CCCC Dibutyl-anilin